2'-chloro-N-(6-(1-(2,2-difluoroethyl)-1,2,3,6-tetrahydropyridin-4-yl)thiazolo[4,5-b]pyrazin-2-yl)-5'-methoxy-6-methyl-[4,4'-bipyridine]-3-carboxamide ClC1=NC=C(C(=C1)C1=C(C=NC(=C1)C)C(=O)NC=1SC=2C(=NC=C(N2)C=2CCN(CC2)CC(F)F)N1)OC